(2-(((1-((4-methoxy-3-((2-methoxyphenyl)sulfonamido)benzo[d]isoxazol-6-yl)methyl)-1H-pyrazol-4-yl)methyl)amino)-2-oxoethyl)propiolamide COC1=CC(=CC2=C1C(=NO2)NS(=O)(=O)C2=C(C=CC=C2)OC)CN2N=CC(=C2)CNC(CC#CC(=O)N)=O